(1-(2-(4-(4-(1-(pentan-3-yl)-1H-pyrazol-4-yl)pyrazolo[1,5-a]pyrazin-6-yl)-1H-pyrazol-1-yl)ethyl)piperidin-4-yl)methanol CCC(CC)N1N=CC(=C1)C=1C=2N(C=C(N1)C=1C=NN(C1)CCN1CCC(CC1)CO)N=CC2